CN[C@H]1CNCC1 (3R)-3-(methylamino)pyrrolidin